O1CCN(CC1)CC1=CC=2N(C(=C1)C=1C=C3CN(C(C3=CC1)=O)C1C(NC(CC1)=O)=O)C=NC2 3-(5-(7-(morpholinomethyl)imidazo[1,5-a]pyridin-5-yl)-1-oxoisoindolin-2-yl)piperidine-2,6-dione